(R)-2-(N-[4-amino-5-(4-benzyloxybenzoyl)thiazol-2-yl]-4-chloro-3-fluoro-anilino)propanamide NC=1N=C(SC1C(C1=CC=C(C=C1)OCC1=CC=CC=C1)=O)N(C1=CC(=C(C=C1)Cl)F)[C@@H](C(=O)N)C